benzo[c][1,2,3]triazolo[1,5-a]azepin-7-ol C1=NNN2C1=C1C(=C(C=C2)O)C=CC=C1